4-(4-(5-((4-((4-(acetamidomethyl)piperidin-1-yl)methyl)-6-(3,5-dichlorophenyl)pyridin-2-yl)oxy)pyrimidin-2-yl)piperazin-1-yl)butanamide C(C)(=O)NCC1CCN(CC1)CC1=CC(=NC(=C1)C1=CC(=CC(=C1)Cl)Cl)OC=1C=NC(=NC1)N1CCN(CC1)CCCC(=O)N